4-(2-((5-nitrothiazol-2-yl)thio)thiazol-4-yl)-N-(prop-2-yn-1-yl)benzamide [N+](=O)([O-])C1=CN=C(S1)SC=1SC=C(N1)C1=CC=C(C(=O)NCC#C)C=C1